C(C1CO1)N(CC1CO1)CCC1N(CCC1)CC1CO1 2-[2-(N,N-diglycidylamino)ethyl]-1-glycidylpyrrolidine